[N+](=O)([O-])C1=NC=CC=C1C(C#N)C#N 2-(2-Nitropyridin-3-yl)malononitrile